CS(=O)(=O)C1=NC(=NC=C1)C(F)(F)F (methylsulfonyl)-2-(trifluoromethyl)pyrimidine